C=C1C(CCC(CCC(CC1)C(=C)C)C)C1CCCCCCCCC1 2-methylene-5-(1-methylvinyl)-8-methylbicyclodecane